FC(OC1=NC=C(C=C1C(=O)NN)F)F 2-(difluoromethoxy)-5-fluoro-pyridine-3-carbohydrazide